2-methoxy-5-methyl-4-((1-methyl-1H-benzo[d][1,2,3]triazol-5-yl)oxy)aniline COC1=C(N)C=C(C(=C1)OC1=CC2=C(N(N=N2)C)C=C1)C